((3R,5R)-1-cyano-5-methylpyrrolidin-3-yl)-5-(2-cyclopropoxy-5-(trifluoromethyl)phenyl)-1,3,4-oxadiazole-2-carboxamide C(#N)N1C[C@@H](C[C@H]1C)NC(=O)C=1OC(=NN1)C1=C(C=CC(=C1)C(F)(F)F)OC1CC1